3-((1-(2-(3-Azabicyclo[3.1.0]hexan-3-yl)-3-methoxy-6-methyl-4-oxo-3,4-dihydro-quinazolin-8-yl)ethyl)amino)-6-chloropicolinic acid C12CN(CC2C1)C1=NC2=C(C=C(C=C2C(N1OC)=O)C)C(C)NC=1C(=NC(=CC1)Cl)C(=O)O